C(C)(C)(C)OC(=O)N[C@H](CN1C(=CC2=C1N=C(N=C2)Cl)C(=O)O)C(C)C 7-[(2S)-2-(tert-Butoxycarbonylamino)-3-methyl-butyl]-2-chloro-pyrrolo[2,3-d]pyrimidine-6-carboxylic acid